NC1=C(C=C(C(=O)C2=CC=C3C(=CC=CN23)C2=C(C=C3C=CN(C(C3=C2)=O)C)C(F)(F)F)C=C1F)F 7-(3-(4-amino-3,5-difluorobenzoyl)indolizin-8-yl)-2-methyl-6-(trifluoromethyl)isoquinolin-1(2H)-one